3-(7-chlorodibenzofuran-1-yl)-1-phenyl-dibenzofuran ClC1=CC2=C(C3=C(O2)C=CC=C3C=3C=C(C2=C(OC4=C2C=CC=C4)C3)C3=CC=CC=C3)C=C1